ClC1=C(C=CC(=C1)NCC=1SC(=CC1)Cl)NC(=O)C1CCC1 Cyclobutanecarboxylic acid {2-chloro-4-[(5-chloro-thiophen-2-ylmethyl)-amino]-phenyl}-amide